N-(4-(6-fluoro-3,4-dihydro-isoquinolin-2(1H)-yl)-2,6-dimethylphenyl)-4-methyl-oxazole-5-carboxamide FC=1C=C2CCN(CC2=CC1)C1=CC(=C(C(=C1)C)NC(=O)C1=C(N=CO1)C)C